2-(2-{5-[(7R)-7-amino-2-azabicyclo[2.2.1]heptane-2-carbonyl]-7-methoxy-1-methyl-1H-1,3-benzodiazol-2-yl}-1-(cyclopropylmethyl)-1H-indol-6-yl)-5-fluorobenzamide N[C@H]1C2N(CC1CC2)C(=O)C2=CC1=C(N(C(=N1)C=1N(C3=CC(=CC=C3C1)C1=C(C(=O)N)C=C(C=C1)F)CC1CC1)C)C(=C2)OC